NC1=C2C(=NC=N1)N(N=C2C2=CC=C(C=C2)OC2=CC=CC=C2)C2CCN(CC2)CCCCC(=O)N2CCN(CC2)C(CCC[NH-])C2=C1C(N(C(C1=CC=C2)=O)C2ONOCC2)=O 4-(4-(5-(4-(4-amino-3-(4-phenoxyphenyl)-1H-pyrazolo[3,4-d]pyrimidin-1-yl)piperidine-1-yl)pentanoyl)piperazin-1-yl)-N-(2-(2,6-dioxapiperidin-3-yl)-1,3-dioxoisoindol-4-yl)butyl-Amide